4'-n-pentyl-4-cyanobiphenyl C(CCCC)C1=CC=C(C=C1)C1=CC=C(C=C1)C#N